CN(C1=NC=C(C=C1)NC1=CC=CC=C1)C N2,N2-dimethyl-N5-phenyl-2,5-Pyridinediamine